O=C1N(CC(N1C1=CC=C(C=C1)C(F)(F)F)=O)CCCC1=CC(=C(OC(C(=O)OCC)(C)C)C(=C1)C)C Ethyl 2-(4-(3-(2,4-dioxo-3-(4-(trifluoromethyl) phenyl) imidazolidin-1-yl) propyl)-2,6-dimethylphenoxy)-2-methylpropionate